O.O.[NH4+] Ammonium hydrate hydrate